CN(C1(CCC2(CN(C(N2)=O)C=2C=NC(=CC2)N2CCOCC2)CC1)C1=CC=CC=C1)C cis-8-dimethylamino-3-(6-morpholin-4-yl-pyridin-3-yl)-8-phenyl-1,3-diazaspiro[4.5]decan-2-one